C(C1=CC=CC=C1)N1C[C@@H](O[C@](C1)(CO)COC(C1=CC=CC=C1)(C1=CC=C(C=C1)OC)C1=CC=C(C=C1)OC)N1C(NC(C(=C1)C)=O)=O 1-[(2R,6R)-4-benzyl-6-[[bis(4-methoxyphenyl)-phenyl-methoxy]methyl]-6-(hydroxy-methyl)morpholin-2-yl]-5-methyl-pyrimidine-2,4-dione